C(C1=CC=CC=C1)C1=C2N(C=C(N1)C1=CC=CC=C1)C(C(=N2)CC=2OC(=CC2)C)=O 8-benzyl-2-((5-methylfuran-2-yl)methyl)-6-phenylimidazo[1,2-a]pyrazin-3(7H)-one